benzyl 5-[(2R,5S)-5-methyl-2-piperidyl]-3,6-dihydro-2H-pyridine-1-carboxylate C[C@H]1CC[C@@H](NC1)C1=CCCN(C1)C(=O)OCC1=CC=CC=C1